tert-butyl (R)-4-(5-((4-chloro-5-(trifluoromethyl)pyrimidin-2-yl)amino)-4-cyclopropylpyridin-2-yl)-2-methylpiperazine-1-carboxylate ClC1=NC(=NC=C1C(F)(F)F)NC=1C(=CC(=NC1)N1C[C@H](N(CC1)C(=O)OC(C)(C)C)C)C1CC1